4,6-dioxatetracyclo[6.5.1.01,10.03,7]tetradecane C123CC4OCOC4C(CC1CCC2)C3